CN([C@H](CNC(C[C@H](C1(CC1)C(F)(F)F)C1=CC=NC=C1)=O)CC=1C=C2C=NNC2=CC1)C (S)-N-((S)-2-(dimethylamino)-3-(1H-indazol-5-yl)propyl)-3-(pyridin-4-yl)-3-(1-(trifluoromethyl)cyclopropyl)propanamide